tert-butyl N-(2-[3-[4-(5-cyanopyridin-2-yl)piperazin-1-yl]propoxy]ethyl)-N-methylcarbamate C(#N)C=1C=CC(=NC1)N1CCN(CC1)CCCOCCN(C(OC(C)(C)C)=O)C